1-(4-hydroxy-3-iodophenyl)hydrazine-1,2-dicarboxylic acid diethyl ester C(C)OC(=O)N(NC(=O)OCC)C1=CC(=C(C=C1)O)I